C(CCCCCCC\C=C/CCCCCCCC)OC(C(=O)N(CCOCCOCCOCCOCCNC(=O)C=1N=CNC1)CCCCCCCC)COCCCCCCCC\C=C/CCCCCCCC N-[2-[2-[2-[2-[2-[2,3-bis[(Z)-octadec-9-enoxy]propanoyl-octylamino]ethoxy]ethoxy]ethoxy]ethoxy]ethyl]-1H-imidazole-4-carboxamide